CC1=C(C(=CC=C1)C(F)(F)F)COC=1C=NC(=NC1)N1N=C(C=C1)CO [1-(5-{[2-methyl-6-(trifluoromethyl)phenyl]methoxy}pyrimidin-2-yl)pyrazol-3-yl]methanol